CSC=1N=CC=2N=CN=C(C2N1)N 6-(methylthio)pyrimido[5,4-d]Pyrimidine-4-amine